CCSCCCC1CC(C=C(C1)CCC(=O)[O-])=O 5-[(2-ethylsulfanyl) propyl]-3-keto-1-cyclohexen-1-propionate